SCC(C)(CS)CS 1,1,1-tris(mercaptomethyl)-ethane